OC1=CC=C(C=C1)C1(CCCCC1)C1=CC=C(C=C1)O 1,1-bis(p-hydroxyphenyl)Cyclohexane